isobutylether palmitate C(CCCCCCCCCCCCCCC)(=O)O.C(C(C)C)OCC(C)C